NN1C=2C(=CC1C1=C(C(=CC=C1C)OC)C)C=C(N2)C([2H])([2H])[2H] 6-amino-5-(3-methoxy-2,6-dimethyl-phenyl)-2-(trideuteromethyl)pyrrolo[2,3-b]pyrrole